5-ethoxythiophene C(C)OC1=CC=CS1